1-[2-(3,3-difluoroazetidin-1-yl)-2-oxo-ethyl]-6-(3,4-difluorophenyl)-3-methyl-imidazo[4,5-b]pyridin-2-one FC1(CN(C1)C(CN1C(N(C2=NC=C(C=C21)C2=CC(=C(C=C2)F)F)C)=O)=O)F